N1=CN=C(C=C1)N1CCCC1 (3R)-1-pyrimidin-4-ylpyrrolidin